IC=1N(C=2C=CC=C(C2C1)NC1CCC(CC1)N1CC(CCC1)OC)CC(F)(F)F 2-iodo-N-[4-(3-methoxy-1-piperidyl)cyclohexyl]-1-(2,2,2-trifluoroethyl)indol-4-amine